2-(prop-2-yn-1-ylsulfanyl)-4-(2-(pyridin-4-ylmethylene)hydrazino)-6-(trifluoromethyl)pyrimidine C(C#C)SC1=NC(=CC(=N1)NN=CC1=CC=NC=C1)C(F)(F)F